O(CC)C(CN)OCC 2,2-diethoxylethylamine